ClC1=C(C=CC(=C1)N1C=CC=C1)C1=NNC2=NC(=CN=C21)N2C[C@@H]1[C@]([C@@H]1CC2)(C2=C(C=CC=C2)F)CN ((1S,6R,7R)-3-(3-(2-chloro-4-(1H-pyrrol-1-yl)phenyl)-1H-pyrazolo[3,4-b]pyrazin-6-yl)-7-(2-fluorophenyl)-3-azabicyclo[4.1.0]heptan-7-yl)methanamine